ClC1=C(CN[C@H](CCOCCCCC2=NC=3NCCCC3C=C2)C(=O)O)C(=CN=C1)Cl N-(3,5-dichloroisonicotinyl)-O-(4-(5,6,7,8-tetrahydro-1,8-naphthyridin-2-yl)butyl)-D-homoserine